Tert-butyl (R)-(5-(7-(4-fluorobenzoyl)-8-methyl-5,6,7,8-tetrahydro-[1,2,4]triazolo[4,3-a]pyrazin-3-yl)-1,2,4-thiadiazol-3-yl)carbamate FC1=CC=C(C(=O)N2[C@@H](C=3N(CC2)C(=NN3)C3=NC(=NS3)NC(OC(C)(C)C)=O)C)C=C1